ClC1=NC=C(C(=N1)C=1C=C(C2=C(N(C(=N2)C(C)C)C(C)C)C1)F)Cl 2-(6-(2,5-dichloropyrimidin-4-yl)-4-fluoro-1-isopropyl-1H-benzo[d]imidazol-2-yl)propan